1-{4-[(2-{3-[(2-fluoro-4-methanesulfonyl-6-methoxyphenyl)amino]prop-1-yn-1-yl}-1-(2,2,2-trifluoroethyl)-1H-indol-4-yl)amino]piperidin-1-yl}-3-methoxypropan-2-ol FC1=C(C(=CC(=C1)S(=O)(=O)C)OC)NCC#CC=1N(C2=CC=CC(=C2C1)NC1CCN(CC1)CC(COC)O)CC(F)(F)F